[Ti+4].NC1=NC=CC2=C1C(=NN2[C@@H]2CN(CC2)C(C=C)=O)C#CC2=CC1=C(N(C=N1)C)C=C2Cl (S)-1-(3-(4-amino-3-((6-chloro-1-methyl-1H-benzo[d]imidazol-5-yl)ethynyl)-1H-pyrazolo[4,3-c]pyridin-1-yl)pyrrolidin-1-yl)prop-2-en-1-one Titanium (IV)